OC[C@@](C)(O)C=1SC(=CN1)[S@@](=O)(N)=NC(NC1=C2CCCC2=CC=2CCCC12)=O |&1:10| (R,R) and (S,R)-2-(1,2-dihydroxypropan-2-yl)-N'-((1,2,3,5,6,7-hexahydro-s-indacen-4-yl)carbamoyl)thiazole-5-sulfonimidamide